1,2-dihydro-1-β-D-ribofuranosyl-3-pyridinecarboxamide [C@@H]1([C@H](O)[C@H](O)[C@H](O1)CO)N1CC(=CC=C1)C(=O)N